(S)-2-hydroxy-6-((4-(2-(2-hydroxyethyl)nicotinyl)morpholin-3-yl)methoxy)benzaldehyde tosylate S(=O)(=O)(O)C1=CC=C(C)C=C1.OC1=C(C=O)C(=CC=C1)OC[C@H]1N(CCOC1)CC1=C(N=CC=C1)CCO